N-acetyl-γ-glutamyl phosphate P(=O)(OC(CC[C@H](NC(C)=O)C(=O)O)=O)([O-])[O-]